C(C=C)(=O)OF Perfluoro Acrylate